FC(C(=O)O)(F)F.NC1=NN2C(N=CC=C2)=C1C(=O)NC(C)C=1C=C(C=2N(C1N1CC(S(CC1)(=O)=O)(C)C)N=CC2)Cl 2-Amino-N-{1-[4-chloro-7-(2,2-dimethyl-1,1-dioxidothiomorpholin-4-yl)pyrazolo[1,5-a]pyridin-6-yl]ethyl}pyrazolo[1,5-a]-pyrimidine-3-carboxamide trifluoroacetate